C(C)(=O)C=1N=C(SC1C1=CC=CC=C1)C1=CC=CC=C1 4-acetyl-2,5-diphenylthiazole